COC1=CC=C(C=N1)N1N=C2C=3C=CN=C(CCCCC(C(NC2=C1)=O)C)C3 4-(6-methoxypyridin-3-yl)-9-methyl-3,4,7,15-tetraazatricyclo[12.3.1.02,6]Octadeca-1(18),2,5,14,16-pentaen-8-one